[Se](O)(O)=O selenous Acid